tert-butyl 3-(4-amino-3-methylphenyl)azetidine-1-carboxylate NC1=C(C=C(C=C1)C1CN(C1)C(=O)OC(C)(C)C)C